C(OC1CC(C1)O)(OC1=CC=C(C=C1)[N+](=O)[O-])=O ((1r,3r)-3-hydroxycyclobutyl) (4-nitrophenyl) carbonate